BrC=1C=C2C=3CCC[C@H](C3NC2=CC1)NCC=1C=C(C(=O)OC)C=CC1 Methyl (R)-3-(((6-bromo-2,3,4,9-tetrahydro-1H-carbazol-1-yl)amino)methyl)benzoate